CC1=NC2=C(N1C1=CC=CC=C1)C=CC(=C2)C2=CC=C(C=C2)NC(=O)NCCCN2CCCC2 (4-(2-methyl-1-phenyl-1H-benzimidazol-5-yl)phenyl)-3-(3-(pyrrolidin-1-yl)propyl)urea